nitro-2,3,6,7-tetrahydros-indacen-1(5H)-one [N+](=O)([O-])C1C(C2=CC=3CCCC3C=C2C1)=O